methyl 3-[3,5-dichloro-4-[3-(2-hydroxyethoxy) propoxy] phenyl]propanoate ClC=1C=C(C=C(C1OCCCOCCO)Cl)CCC(=O)OC